1-(5-amino-2,4-dimethyl-phenyl)-3-(cyclopentoxy)pyrrolidin-2-one NC=1C(=CC(=C(C1)N1C(C(CC1)OC1CCCC1)=O)C)C